(7S)-2-(((S)-1-(4-fluorobenzyl)pyrrolidin-3-yl)amino)-4,7,8-trimethyl-7,8-dihydropteridin-6(5H)-one FC1=CC=C(CN2C[C@H](CC2)NC2=NC=3N([C@H](C(NC3C(=N2)C)=O)C)C)C=C1